NC1=C(C(=C(C=C1)C=C)C=C)N diamino-divinylbenzene